N-methyl-N-(3-methyl-1-(4-(trifluoromethoxy)phenyl)-1H-pyrazolo[3,4-b]pyridin-5-yl)acrylamide CN(C(C=C)=O)C=1C=C2C(=NC1)N(N=C2C)C2=CC=C(C=C2)OC(F)(F)F